N[C@@H]1CN(C[C@@H]1C)C(=O)OC(C)(C)C tert-butyl (3s,4s)-3-amino-4-methylpyrrolidine-1-carboxylate